4-(3-chloro-4-methoxybenzylamino)-2-methylsulfonylpyrimidine-5-carboxylic acid ethyl ester C(C)OC(=O)C=1C(=NC(=NC1)S(=O)(=O)C)NCC1=CC(=C(C=C1)OC)Cl